CC1=NC(=CC(=C1)C=1NC2=CC=C(C=C2C1C(C)C)C1CCN(CC1)C(CNC1COCCC1)=O)C 1-(4-(2-(2,6-dimethylpyridin-4-yl)-3-isopropyl-1H-indol-5-yl)piperidin-1-yl)-2-((tetrahydro-2H-pyran-3-yl)amino)ethan-1-one